(2R,6S)-2-methyl-6-[1-(oxetan-3-ylmethyl)pyrazol-4-yl]Morpholine C[C@@H]1CNC[C@@H](O1)C=1C=NN(C1)CC1COC1